FC1=CC2=C(C(=NO2)C2CCN(CC2)C(=O)C=2C=C(CN3C(NC(C4=CC=CC=C34)=O)=O)C=CC2)C=C1 1-(3-(4-(6-Fluorobenzo[d]isoxazol-3-yl)piperidine-1-carbonyl)benzyl)quinazoline-2,4(1H,3H)-dione